(S)-7-((6-((dimethyl-amino)methyl)-5-(tetrahydrofuran-3-yl)pyridin-2-yl)amino)-4-(8-fluoro-7-methyl-imidazo[1,2-a]pyridin-3-yl)isoindolin-1-one CN(C)CC1=C(C=CC(=N1)NC=1C=CC(=C2CNC(C12)=O)C1=CN=C2N1C=CC(=C2F)C)[C@H]2COCC2